N=1C=C(N2C1C=CC=C2)COC2=C(C=O)C=C(C=C2)OC 2-(imidazo[1,2-a]pyridin-3-ylmethoxy)-5-methoxybenzaldehyde